N[C@H](CO)CN1N=C(C=C1)C1=CC(=CC=C1)OC1=NC=C(C=C1F)Cl (S)-2-amino-3-(3-(3-((5-chloro-3-fluoropyridin-2-yl)oxy)phenyl)-1H-pyrazol-1-yl)propan-1-ol